2-(4-methylthiazol-2-yl)-1H-pyrrole CC=1N=C(SC1)C=1NC=CC1